isoquinolin-5-yl-carbamic acid phenyl ester (phenylisoquinolin-5-ylcarbamate) C1(=CC=CC=C1)N(C(O)=O)C1=C2C=CN=CC2=CC=C1.C1(=CC=CC=C1)OC(NC1=C2C=CN=CC2=CC=C1)=O